[Cl-].C(#N)CC[PH+](CCC#N)CCC#N tris(2-cyanoethyl)phosphonium chloride